COC(C1=CC(=CC(=C1)C(Br)Br)Cl)=O 3-chloro-5-(dibromomethyl)benzoic acid methyl ester